P(=S)(SCC)(OCC)[O-] Diethyl Dithiophosphate